7'-((1-acetylpiperidin-4-yl)amino)-2',3'-dihydro-1'H-spiro[cyclopropane-1,4'-[2,6]naphthyridine]-1'-one C(C)(=O)N1CCC(CC1)NC1=NC=C2C3(CNC(C2=C1)=O)CC3